6-(5-(1-methyl-1H-pyrazol-4-yl)-1H-pyrrolo[2,3-b]pyridin-3-yl)spiro[indene-1,4'-piperidin]-3(2H)-one CN1N=CC(=C1)C=1C=C2C(=NC1)NC=C2C2=CC=C1C(CC3(CCNCC3)C1=C2)=O